IC(C(=O)O)CCC iodovaleric acid